CC1=C(C(=CC=C1)C)C1=NC(=NC(=C1)OC1=C(C=CC=C1)F)N(S(=O)(=O)C=1C=NN(C1)C)C N-[4-(2,6-dimethylphenyl)-6-(2-fluorophenoxy)pyrimidin-2-yl]-N,1-dimethyl-pyrazole-4-sulfonamide